C(C)OC(C[C@@H](C=1C=C(C(=CC1)C)C1=CC(=CC=C1)OC)NC(=O)NC=1C(N(C(=CC1O)C)C)=O)=O (S)-3-(3-(4-hydroxy-1,6-dimethyl-2-oxo-1,2-dihydropyridin-3-yl)ureido)-3-(3'-methoxy-6-methylbiphenyl-3-yl)propanoic acid ethyl ester